Fluorocarbon copper [Cu].F[C]